ClC1=NC=C(C(=O)NC2=NC=C(N=C2)N2[C@H](CN(CC2)C2=NC=C(C=N2)F)C)C=C1 (S)-6-chloro-N-(5-(4-(5-fluoropyrimidin-2-yl)-2-methylpiperazin-1-yl)pyrazin-2-yl)nicotinamide